o-sec.butyl-phenol C(C)(CC)C1=C(C=CC=C1)O